ClC=1C=C2C(C(=CN(C2=CC1N1[C@H](CCC1)CO)C=1C=NC(=CC1)N1CC(C1)N(C)C)C(=O)OCC)=O ethyl 6-chloro-1-[6-[3-(dimethylamino)azetidin-1-yl]pyridin-3-yl]-7-[(2R)-2-(hydroxymethyl)pyrrolidin-1-yl]-4-oxoquinoline-3-carboxylate